FC(C1=CC=C(/C=C/C(=O)O)C=C1)(F)F (E)-4-trifluoromethyl-cinnamic acid